COC(=O)C1=NC(=CN=C1N)C1=C(C(=CC=C1C(F)F)Cl)F 3-amino-6-(3-chloro-6-(difluoromethyl)-2-fluorophenyl)pyrazine-2-carboxylic acid methyl ester